4-(allyloxymethyl)-1,3-dioxan-2-one C(C=C)OCC1OC(OCC1)=O